tert-butyl 6-[(2-cyano-6-{2-[4-(trifluoromethyl)phenyl]ethoxy}pyridin-4-yl)amino]-3-fluoroindole-1-carboxylate C(#N)C1=NC(=CC(=C1)NC1=CC=C2C(=CN(C2=C1)C(=O)OC(C)(C)C)F)OCCC1=CC=C(C=C1)C(F)(F)F